5-aminomethyl-2-selenouridine NCC=1C(NC(N([C@H]2[C@H](O)[C@H](O)[C@@H](CO)O2)C1)=[Se])=O